[Mg+].S(=O)(=O)([O-])[O-].[NH4+] ammonium sulfate, magnesium salt